BrC=1C=C(C=CC1F)S(=O)(=O)N(C)CC1=CC=C(C=C1)OC 3-Bromo-4-fluoro-N-[(4-methoxyphenyl)methyl]-N-methyl-benzenesulfonamide